NC=1C2=C(N=CN1)N(C=C2C=2C=C1CCN(C1=CC2)C(CC2=CC(=CC=C2)C(F)(F)F)=O)C 1-(5-(4-Amino-7-methyl-7H-pyrrolo[2,3-d]pyrimidin-5-yl)indolin-1-yl)-2-(3-(trifluoromethyl)phenyl)ethan-1-one